1-(4-benzyl-3-cyano-3,4-dihydro-2H-benzo[b][1,4]oxazin-7-yl)-3-(1H-indol-6-yl)urea C(C1=CC=CC=C1)N1C2=C(OCC1C#N)C=C(C=C2)NC(=O)NC2=CC=C1C=CNC1=C2